CNC1=CC=C(C(=O)NC2CCC(CC2)NC2=CC=CC=3N2C=C(N3)C#N)C=C1 4-(methylamino)-N-[(1s,4s)-4-({2-cyanoimidazo[1,2-a]pyridin-5-yl}amino)cyclohexyl]benzamide